(9-Amino-5-(pyridin-4-yl)-2,3-dihydroimidazo[1,2-c]thieno[3,2-e]pyrimidin-8-yl)(piperidin-1-yl)methanone NC1=C(SC2=C1C=1N(C(=N2)C2=CC=NC=C2)CCN1)C(=O)N1CCCCC1